ClC1=C(C(=O)N[C@H](C(=O)O)CNC(=O)NCC2=C(C=CC=C2)O)C(=CC=C1NC(CC1=CC=CC=C1)=O)Cl (S)-2-(2,6-dichloro-3-(2-phenylacetamido)benzamido)-3-(3-(2-hydroxybenzyl)ureido)propanoic acid